5-methyl-(2'-O,4'-C-methylene)-Cytidine CC=1C(=NC(N([C@H]2[C@@H]3OC[C@]([C@H]3O)(CO)O2)C1)=O)N